N-(4-chlorophenyl)-7-(6-fluoroquinolin-4-yl)-1-oxaspiro[3.5]nonane-3-carboxamide ClC1=CC=C(C=C1)NC(=O)C1COC12CCC(CC2)C2=CC=NC1=CC=C(C=C21)F